tert-butyl 4-[1-(2,2-difluoro-1,3-benzodioxol-5-yl)-3-isopropyl-pyrazol-4-yl]piperazine-1-carboxylate FC1(OC2=C(O1)C=CC(=C2)N2N=C(C(=C2)N2CCN(CC2)C(=O)OC(C)(C)C)C(C)C)F